5-(3,3-difluorocyclobutanecarboxamido)-1-isopropyl-1H-pyrazole-4-carboxamide FC1(CC(C1)C(=O)NC1=C(C=NN1C(C)C)C(=O)N)F